6-amino-1-benzyl-7-chloro-3,4-dihydroquinolin-2-one NC=1C=C2CCC(N(C2=CC1Cl)CC1=CC=CC=C1)=O